8-(Bicyclo[1.1.1]pent-1-yl)-N-(3-fluoro-5-(1-(4-fluorophenyl)-1H-pyrazol-4-yl)benzyl)-7H-purine-6-carboxamide C12(CC(C1)C2)C2=NC1=NC=NC(=C1N2)C(=O)NCC2=CC(=CC(=C2)C=2C=NN(C2)C2=CC=C(C=C2)F)F